C(CCCCCC)OCCCCCC 1-hexyl heptyl ether